C(C)(C)(C)C1N=C(C2=CC(=CC=C2C1)Cl)C1=C(SC(=C1)C=O)C tert-butyl-7-chloro-1-(5-formyl-2-methyl-3-thienyl)-3,4-dihydroisoquinoline